tert-butyl 2-{5H,6H,8H-imidazo[1,2-a]pyrazin-7-yl}acetate N=1C=CN2C1CN(CC2)CC(=O)OC(C)(C)C